ClC1=CC=C(C(=O)B(O)O)C=C1 4-chlorobenzoylboronic acid